CC1=CC=C(C=N1)C=1N=CSC1C#N 4-(6-methylpyridin-3-yl)thiazole-5-carbonitrile